2-cyclohexanecarboxamido-5-(5-nitrothiophen-2-yl)methyleneaminothiophene-3,4-dicarboxylic acid diethyl ester C(C)OC(=O)C1=C(SC(=C1C(=O)OCC)N=CC=1SC(=CC1)[N+](=O)[O-])NC(=O)C1CCCCC1